3-methyl-3-(5-(2-((4-(trifluoromethyl)phenyl)amino)phenyl)-1,3,4-oxadiazol-2-yl)piperidin-2-one CC1(C(NCCC1)=O)C=1OC(=NN1)C1=C(C=CC=C1)NC1=CC=C(C=C1)C(F)(F)F